3-fluoro-3-(hydroxymethyl)-azetidine-1-carboxylic acid tert-butyl ester C(C)(C)(C)OC(=O)N1CC(C1)(CO)F